N-[(1-naphthyl)methyl]aniline C1(=CC=CC2=CC=CC=C12)CNC1=CC=CC=C1